C(CCCCC(=O)OC1=C(C(=CC(=C1)C)C)C(C)(CCO)C)(=O)OC(COC(CCCCCCCCCCCCCCC)=O)COC(CCCCCCCCCCCCCCC)=O 1,3-Bis(palmitoyloxy)propan-2-yl (2-(4-hydroxy-2-methylbutan-2-yl)-3,5-dimethylphenyl) adipate